BrC\C=C\C(C)Br trans-1,4-dibromo-2-pentene